L-GLUTAMIC ACID MONOPOTASSIUM [K].N[C@@H](CCC(=O)O)C(=O)O